1-benzyl-3-ethylpiperidine-4-carbonitrile C(C1=CC=CC=C1)N1CC(C(CC1)C#N)CC